3-hydroxyisoindolin-1-one OC1NC(C2=CC=CC=C12)=O